FC1=C2C(=NC=NC2=CC=C1C=1CCNCC1)NC1=CC(=C(C=C1)OC1=CC=2N(C=C1)N=CN2)C 5-fluoro-N-(3-methyl-4-{[1,2,4]triazolo[1,5-a]pyridin-7-yloxy}phenyl)-6-(1,2,3,6-tetrahydropyridin-4-yl)quinazolin-4-amine